methyl-(1-methylvinyl)cyclohexanone CC1(C(CCCC1)=O)C(=C)C